FC1=C(C=CC=C1)S(=O)(=O)NC1=NOC2=C1C(=CC(=C2)CN2N=C(C=C2)CNC(C=C)=O)OC N-((1-((3-((2-fluorophenyl)sulfonamido)-4-methoxybenzo[d]isoxazol-6-yl)methyl)-1H-pyrazol-3-yl)methyl)acrylamide